[N+](=O)([O-])C=1C=C2C=C(NC2=CC1)C(=O)OCC ethyl 5-nitroindole-2-carboxylate